rac-tert-butyl 2-{6-bromoimidazo[1,2-a]pyrazin-2-yl}-4-ethylpyrrolidine-1-carboxylate BrC=1N=CC=2N(C1)C=C(N2)C2N(CC(C2)CC)C(=O)OC(C)(C)C